ClC1=CC=C(C=N1)NC1=NC=CC2=CC(=CC=C12)OCC1OC(OC1)(C)C N-(6-chloropyridin-3-yl)-6-((2,2-dimethyl-1,3-dioxolan-4-yl)methoxy)isoquinolin-1-amine